I.C(CCC)NNC(=N)N n-Butylaminoguanidine hydroiodide